N1(C=NC=C1)CCOC1=C(C=C(C(=O)OCCC)C=C1)OC propyl 4-(2-(1H-imidazol-1-yl)ethoxy)-3-methoxybenzoate